C[C@@H]1CN(C(=CC1)OS(=O)(=O)C(F)(F)F)C(=O)OC(C)(C)C tert-Butyl (S)-3-methyl-6-(((trifluoromethyl)sulfonyl)oxy)-3,4-dihydropyridine-1(2H)-carboxylate